(2S,3S)-2-[(3S)-2-oxopiperazin-1-yl]-3-methyl-pentanoic acid O=C1N(CCNC1)[C@H](C(=O)O)[C@H](CC)C